IC1C(CN(CC1)C(=O)OC(C)(C)C)C tert-butyl 4-iodo-3-methylpiperidine-1-carboxylate